C1(CC1)C=1CN(N2C1N=C(C=C2)C=2C(=NC=CC2)C)CC2=CC=C(C=C2)C2=NC=CC=C2 3-cyclopropyl-5-(2-methylpyridin-3-yl)-N-(4-(pyridin-2-yl)benzyl)pyrazolo[1,5-a]pyrimidin